6,7-dichloro-1H-indole-3-sulfonyl Chloride ClC1=CC=C2C(=CNC2=C1Cl)S(=O)(=O)Cl